CC(C1=CC=CC2=CC=CC=C21)N DL-1-(1-naphthyl)ethylamine